5-chloro-2-(isobutyryl-oxy)-3-((pyridin-3-yl-imino)methyl)phenyl 4-methylbenzoate CC1=CC=C(C(=O)OC2=C(C(=CC(=C2)Cl)C=NC=2C=NC=CC2)OC(C(C)C)=O)C=C1